benzyl 3-bromobenzoate BrC=1C=C(C(=O)OCC2=CC=CC=C2)C=CC1